BrC=1N=C2C(=NC1)N=C(C(=C2)N2C(CNCC2)C)CC 2-bromo-6-ethyl-7-(2-methylpiperazin-1-yl)pyrido[2,3-b]pyrazin